5-(3,3-dimethylbutanamido)pyrazolo[1,5-a]pyridine-3-carboxylic acid CC(CC(=O)NC1=CC=2N(C=C1)N=CC2C(=O)O)(C)C